1-(tert-butyl) 3-methyl 2-oxo-5-(trifluoromethyl)piperidine-1,3-dicarboxylate O=C1N(CC(CC1C(=O)OC)C(F)(F)F)C(=O)OC(C)(C)C